glycyluridine NCC(=O)[C@@]1([C@H](O)[C@H](O)[C@@H](CO)O1)N1C(=O)NC(=O)C=C1